3-methyl-[1,2,4]triazole CC1=NNC=N1